5-Hydroxy-6-(5H-imidazo[5,1-a]isoindol-5-yl)-5,6,7,8-tetrahydronaphthalen-2-carboxamid OC1C=2C=CC(=CC2CCC1C1N2C(C3=CC=CC=C13)=CN=C2)C(=O)N